N-((5-cyclohexylpyridin-2-yl)methyl)-2,2,2-trifluoro-N-(1-((2-(trimethylsilyl)ethoxy)methyl)-1H-benzo[d][1,2,3]triazol-6-yl)acetamide C1(CCCCC1)C=1C=CC(=NC1)CN(C(C(F)(F)F)=O)C=1C=CC2=C(N(N=N2)COCC[Si](C)(C)C)C1